C(C)C(C(=O)[O-])(CCCC)CC.[Sn+4].C(C)C(C(=O)[O-])(CCCC)CC.C(C)C(C(=O)[O-])(CCCC)CC.C(C)C(C(=O)[O-])(CCCC)CC tin diethylhexanoate